β-naphthalenesulfonic acid cobalt [Co].C1=C(C=CC2=CC=CC=C12)S(=O)(=O)O